tert-Butyl N-{[2-(5-methoxy-1-benzofuran-2-yl)-3-(methylamino)imidazo[1,2-a]pyridin-7-yl]methyl}carbamate COC=1C=CC2=C(C=C(O2)C=2N=C3N(C=CC(=C3)CNC(OC(C)(C)C)=O)C2NC)C1